ICCOCCOCCOC 1-iodo-2-(2-(2-methoxyethoxy)ethoxy)ethane